2-[(4-fluoro-1H-indol-2-yl)carbonyl]hexahydropyrrolo[1,2-a]pyrazin-6(2H)-one FC1=C2C=C(NC2=CC=C1)C(=O)N1CC2N(CC1)C(CC2)=O